ClC1=CC(=C(C(=N1)N[C@H](C)C1=C(C=C(C=C1)Cl)Cl)[N+](=O)[O-])C (R)-6-chloro-N-(1-(2,4-dichlorophenyl)ethyl)-4-methyl-3-nitropyridine-2-amine